(S)-2-amino-3-(4-((1R,4S)-4-(tert-butoxycarbonyl)cyclohexyl)phenyl)propanoic acid N[C@H](C(=O)O)CC1=CC=C(C=C1)C1CCC(CC1)C(=O)OC(C)(C)C